CC1(C2=CC=CC=C2C=2C=CC(=CC12)N(C1=CC=2C(C3=CC=CC=C3C2C=C1)(C1=CC=CC=C1)C1=CC=CC=C1)C1=CC=C(C=C1)C1=CC=2C=CC3=CC=CC=C3C2C=C1)C N-(9,9-dimethyl-9H-fluoren-2-yl)-N-(4-(phenanthren-2-yl)phenyl)-9,9-diphenyl-9H-fluoren-2-amine